C(C)N1C([C@H](OC2(C1)CCN(CC2)C(=O)OC(C)(C)C)C)=O (R)-tert-butyl 4-ethyl-2-methyl-3-oxo-1-oxa-4,9-diazaspiro[5.5]undecane-9-carboxylate